CN(CCC1=NN2C(NC(=C(C2C2=CC(=C(C=C2)C(F)(F)F)F)C(=O)NC=2C=C3C=CN=CC3=CC2)C)=C1)C 2-(2-(dimethylamino)ethyl)-7-(3-fluoro-4-(trifluoromethyl)phenyl)-N-(isoquinolin-6-yl)-5-methyl-4,7-dihydropyrazolo[1,5-a]pyrimidine-6-carboxamide